1-(8-chloro-1-methyl-1,2,4,5-tetrahydro-3H-benzo[d]azepin-3-yl)-2,2,2-trifluoroethan-1-one ClC=1C=CC2=C(C(CN(CC2)C(C(F)(F)F)=O)C)C1